6-((benzyloxy)methyl)-1-(2-hydroxyethyl)-4,6-dihydropyrido[2,3-d]pyridazin-2,5(1H,3H)-dione C(C1=CC=CC=C1)OCN1N=CC2=C(C1=O)CCC(N2CCO)=O